FC1=C(C=CC=C1)C1=C(N=C2N1C1=C(C=NC2)C=CC=C1)C(=O)O 2-fluorophenyl-4H-benzo[f]imidazo[1,2-a][1,4]diazepine-2-carboxylic acid